methyl 6-((1-acetylpiperidin-4-yl)amino)-2-(trifluoromethoxy)pyrimidine-4-carboxylate C(C)(=O)N1CCC(CC1)NC1=CC(=NC(=N1)OC(F)(F)F)C(=O)OC